lithium 2-((4-(7-(((2S,5R)-5-(azetidine-1-sulfonamido)tetrahydro-2H-pyran-2-yl)methyl)-2,7-diazaspiro[3.5]nonan-2-yl)pyrimidin-5-yl)oxy)-5-fluorobenzoate N1(CCC1)S(=O)(=O)N[C@@H]1CC[C@H](OC1)CN1CCC2(CN(C2)C2=NC=NC=C2OC2=C(C(=O)[O-])C=C(C=C2)F)CC1.[Li+]